N-methyl-6-(1-methyl-2-oxopiperidin-4-yl)-3,4-dihydroisoquinoline-2(1H)-carboxamide CNC(=O)N1CC2=CC=C(C=C2CC1)C1CC(N(CC1)C)=O